N-[(6-Amino-2-pyridyl)sulfonyl]-6-[4-(methoxymethyl)phenyl]-2-(2,4,6-trimethylphenoxy)pyridin-3-carboxamid NC1=CC=CC(=N1)S(=O)(=O)NC(=O)C=1C(=NC(=CC1)C1=CC=C(C=C1)COC)OC1=C(C=C(C=C1C)C)C